5,5-dibromo-2-chloro-7-(tetrahydro-2H-pyran-4-yl)-5,7-dihydro-6H-pyrrolo[2,3-d]pyrimidin-6-one BrC1(C(N(C=2N=C(N=CC21)Cl)C2CCOCC2)=O)Br